CNC1=C(N=CS1)C(=O)OCC ethyl 5-(methylamino)thiazole-4-carboxylate